(2S)-2-(carbamoylamino)pentanedioic acid C(N)(=O)N[C@H](C(=O)O)CCC(=O)O